2,3-bis(aminomethyl)bicyclo[2.2.1]heptane NCC1C2CCC(C1CN)C2